ClC=1C=C2C=NC(=NC2=CC1N1CCN(CC1)C1(COC1)C)NC=1C=NN(C1Cl)CC1CC(C1)OC 6-chloro-N-{5-chloro-1-[(3-methoxycyclobutyl)methyl]-1H-pyrazol-4-yl}-7-[4-(3-methyloxetan-3-yl)piperazin-1-yl]quinazolin-2-amine